6-(6-(methyl-(2,2,6,6-tetramethylpiperidin-4-yl)amino)pyridazin-3-yl)quinazolin-7-ol CN(C1=CC=C(N=N1)C=1C=C2C=NC=NC2=CC1O)C1CC(NC(C1)(C)C)(C)C